O[C@H]1C2=C3CCC(C=C3CC[C@H]2[C@@H]2CCC([C@@]2(C)C1)=O)=O 11α-hydroxyestra-4,9-diene-3,17-dione